NC(C(=O)OC)C1=CC(=C(C=C1)F)C(F)(F)F methyl 2-amino-2-(4-fluoro-3-(trifluoromethyl)phenyl)acetate